C(C)OC(=O)C=1N(N=C2C1NCCC2N2CCN(CC2)C(=O)OC(C)(C)C)C2=CC=C(C=C2)OC2=CC(=CC(=C2)F)F.C2(=CC=CC=C2)S(=O)(=O)C=2N=CSC2 4-(phenylsulfonyl)thiazole ethyl-7-[4-(tert-butoxycarbonyl)piperazin-1-yl]-2-[4-(3,5-difluorophenoxy)phenyl]-4,5,6,7-tetrahydro-2H-pyrazolo[4,3-b]pyridine-3-carboxylate